Thieno[4,3,2-de]Quinoline S1CC=2C=CN=C3C=CC=C1C23